2-(4-cyclopropyl-2-fluoroanilino)-3,4-difluoro-5-[[3-fluoro-2-(methylsulfamoylamino)pyridine-4-yl]methyl]benzamide C1(CC1)C1=CC(=C(NC2=C(C(=O)N)C=C(C(=C2F)F)CC2=C(C(=NC=C2)NS(NC)(=O)=O)F)C=C1)F